FC=1C(=C(C=CC1F)C#C[C@](C(F)(F)F)(O)C)OC (2R)-4-(3,4-difluoro-2-methoxyphenyl)-1,1,1-trifluoro-2-methylbut-3-yn-2-ol